6-(2-hydroxyethyl-amino)hexyl 2-octyldecanoate C(CCCCCCC)C(C(=O)OCCCCCCNCCO)CCCCCCCC